tert-butyl 4-((4-(3-(2,6-bis(benzyloxy)pyridin-3-yl)-7-fluoro-1-methyl-1H-indazol-6-yl)-3,6-dihydropyridin-1(2H)-yl)methyl)piperidine-1-carboxylate C(C1=CC=CC=C1)OC1=NC(=CC=C1C1=NN(C2=C(C(=CC=C12)C=1CCN(CC1)CC1CCN(CC1)C(=O)OC(C)(C)C)F)C)OCC1=CC=CC=C1